NC1=NC=2C=C(C(=CC2C2=C1C=NN2C)C(=O)N([C@@H](C)C=2N=NC(=CC2)C(F)(F)F)C2CC2)F 4-amino-N-cyclopropyl-7-fluoro-1-methyl-N-((1S)-1-(6-(trifluoromethyl)-3-pyridazinyl)ethyl)-1H-pyrazolo[4,3-c]quinoline-8-carboxamide